ethyl 1-(hydroxymethyl)-6-methylenetetrahydro-1H-pyrrolizine-7a(5H)-carboxylate OCC1CCN2CC(CC12C(=O)OCC)=C